(R)-3-fluoro-3-(4-(trifluoromethyl)phenyl)propanal F[C@H](CC=O)C1=CC=C(C=C1)C(F)(F)F